FC1=C(C(=C(C(=C1[B-](C1=C(C(=C(C(=C1F)F)F)F)F)(C1=C(C(=C(C(=C1F)F)F)F)F)C1=C(C(=C(C(=C1F)F)F)F)F)F)F)F)F.C(C)(C)(C1=CC=CC=C1)[IH+](C(C)(C)C1=CC=CC=C1)C(C)(C)C1=CC=CC=C1 (tricumyl)iodonium tetrakis(pentafluorophenyl)borate